N1(N=CC2=NC=CC=C21)C=2C(NC=C1C2N=CN=C1)=O 8-(1H-pyrazolo[4,3-b]pyridin-1-yl)pyrido[4,3-d]pyrimidin-7(6H)-one